(±)-3-(2,2,2-trifluoroethoxy)-6,7-dihydro-5H-cyclopenta[c]pyridin-5-amine FC(COC1=CC2=C(C=N1)CC[C@H]2N)(F)F |r|